6-tert-butyl-5-methyl-pyrrolo[2,3-b]pyrazine-3-carbaldehyde C(C)(C)(C)C1=CC=2C(=NC(=CN2)C=O)N1C